NC1=CC=C(C=C1)C1(CCC(CC1)C)C1=CC=C(C=C1)N 1,1-bis(4-aminophenyl)4-methyl-cyclohexane